C(=O)O.S1C=CC2=NC=CC=C21 thieno[3,2-b]pyridine, formic acid salt